1-((Trans)-4-((7-((S)-2-(4-isobutylphenyl)propanoyl)-7H-pyrrolo[2,3-d]pyrimidin-4-yl)(methyl)amino)cyclohexyl)-N-methyl-methanesulfonamide C(C(C)C)C1=CC=C(C=C1)[C@@H](C(=O)N1C=CC2=C1N=CN=C2N([C@@H]2CC[C@H](CC2)CS(=O)(=O)NC)C)C